C(C)OC(C(N1C(C2=CC(=CC(=C2C1)F)I)=O)C1=C2N(C=N1)CCC2)=O 2-(6,7-dihydro-5H-pyrrolo[1,2-c]imidazol-1-yl)-2-(4-fluoro-6-iodo-1-oxo-isoindolin-2-yl)acetic acid ethyl ester